CC1C(C(C(C2(O1)OCC1=CC=C(C=C12)CC1=CC=C(C=C1)C)O)O)O 6'-methyl-6-(4-methylbenzyl)-3',4',5',6'-tetrahydro-3H-spiro[isobenzofuran-1,2'-pyran]-3',4',5'-triol